2-{4-[(2-{3-[(4-methanesulfonyl-phenyl)amino]prop-1-yn-1-yl}-1-(2,2,2-trifluoroethyl)-1H-indol-4-yl)amino]piperidin-1-yl}-1-(morpholin-4-yl)ethan-1-one CS(=O)(=O)C1=CC=C(C=C1)NCC#CC=1N(C2=CC=CC(=C2C1)NC1CCN(CC1)CC(=O)N1CCOCC1)CC(F)(F)F